1-(2-bromo-5-fluoro-4-methoxy-phenyl)-3-[(1S)-1-(2-pyrimidin-2-yl-1,2,4-triazol-3-yl)ethyl]urea BrC1=C(C=C(C(=C1)OC)F)NC(=O)N[C@@H](C)C=1N(N=CN1)C1=NC=CC=N1